N-(2-((2-(dimethylamino)ethyl)(ethyl)amino)-5-((4-(6-fluoro-1H-indol-3-yl)-5-(trifluoromethyl)pyrimidin-2-yl)amino)phenyl)acetamide CN(CCN(C1=C(C=C(C=C1)NC1=NC=C(C(=N1)C1=CNC2=CC(=CC=C12)F)C(F)(F)F)NC(C)=O)CC)C